1-(4-ethoxypyridin-2-yl)-4-(trimethylsilyl)-3-butyn-2-one C(C)OC1=CC(=NC=C1)CC(C#C[Si](C)(C)C)=O